2-(2-(Methylamino)ethoxy)-N-(4-((4-((3-(methylsulfonyl)benzyl)amino)-5-(trifluoromethyl)pyrimidin-2-yl)amino)phenyl)acetamide CNCCOCC(=O)NC1=CC=C(C=C1)NC1=NC=C(C(=N1)NCC1=CC(=CC=C1)S(=O)(=O)C)C(F)(F)F